ClCC(=O)N([C@H](COC)C)C1=C(SC=C1C)C (S)-2-chloro-N-(2,4-dimethyl-3-thienyl)-N-(2-methoxy-1-methyl-ethyl)acetamide